1-(tert-butyl) 4-ethyl 4-fluoro-3-oxopiperidine-1,4-dicarboxylate FC1(C(CN(CC1)C(=O)OC(C)(C)C)=O)C(=O)OCC